3-(1-oxo-4-((4-(piperazin-1-yl)butyl)thio)isoindolin-2-yl)piperidine-2,6-dione O=C1N(CC2=C(C=CC=C12)SCCCCN1CCNCC1)C1C(NC(CC1)=O)=O